N-(2-chloropyridin-4-yl)-3-(1,1-difluoro-2-((1R,3s,5S)-3-hydroxy-8-azabicyclo[3.2.1]octan-8-yl)-2-oxoethyl)-4-fluorobenzamide ClC1=NC=CC(=C1)NC(C1=CC(=C(C=C1)F)C(C(=O)N1[C@H]2CC(C[C@@H]1CC2)O)(F)F)=O